N1C=CC=2C1=NC=C(C2)C2=CC=CC=1SC(=CC12)C(=O)NC1=CC(=NC=C1)C(=O)N(C)C 4-(4-(1H-pyrrolo[2,3-b]pyridin-5-yl)benzo[b]thiophene-2-carboxamido)-N,N-dimethylpicolinamide